BrC=1C=CC(=C(C1)S(=O)(=O)N1O[C@H]([C@@H](CC1)N1N=CC(=C(C1=O)Cl)NC[C@]1(COCCC1)F)F)OC(F)(F)F trans-2-[2-[5-bromo-2-(trifluoromethoxy)phenyl]sulfonyl-6-fluoro-oxazinan-5-yl]-4-chloro-5-[[(3R)-3-fluorotetrahydropyran-3-yl]methylamino]pyridazin-3-one